tert-butyl 3-((6-((4,4-difluorocyclohexyl)amino)-2-(methylthio)pyrimidin-4-yl)oxy)azetidine-1-carboxylate FC1(CCC(CC1)NC1=CC(=NC(=N1)SC)OC1CN(C1)C(=O)OC(C)(C)C)F